{[(4-chlorophenyl)methyl]amino}-N-(4-{[(3-methyloxetan-3-yl)carbonylamino]methyl}phenyl)carboxamide ClC1=CC=C(C=C1)CNC(=O)NC1=CC=C(C=C1)CNC(=O)C1(COC1)C